[Br-].Cl(=O)O.[Na+] sodium chlorite, bromide salt